FC1=C(C(=C(C=C1OC)OC)F)N1C(N(C2=C(C1)C=NC1=C2C=C(N1S(=O)(=O)C1=CC=CC=C1)CCN1CCN(CC1)CC)C)=O 3-(2,6-difluoro-3,5-dimethoxyphenyl)-8-(2-(4-ethylpiperazin-1-yl)ethyl)-1-methyl-7-(phenylsulfonyl)-1,3,4,7-tetrahydro-2H-pyrrolo[3',2':5,6]pyrido[4,3-d]pyrimidin-2-one